1-(4-(trifluoromethyl)benzyl)piperidin FC(C1=CC=C(CN2CCCCC2)C=C1)(F)F